N-(2-(2,2-Difluorocyclopentyl)ethyl)-2-methoxy-4-methyl-1H-imidazole-1-carboxamide FC1(C(CCC1)CCNC(=O)N1C(=NC(=C1)C)OC)F